sodium (trimethylsilyl)amide C[Si](C)(C)[NH-].[Na+]